ClC1=C(CN2CCC(CC2)N2C(N(C3=C2C=CC(=C3)C)CCN3CCOCC3)=O)C=CC=C1 1-(1-(2-chlorobenzyl)piperidin-4-yl)-5-methyl-3-(2-morpholinoethyl)-1,3-dihydro-2H-benzo[d]imidazol-2-one